NCC1=CN=NN1CC(=O)N1[C@@H](C[C@H](C1)F)C(=O)N[C@H](C1=CC=C(C=C1)C(C)C)C1=CC=CC=C1 (2S,4R)-1-{2-[5-(aminomethyl)-1H-1,2,3-triazol-1-yl]acetyl}-4-fluoro-N-[(S)-phenyl[4-(propan-2-yl)phenyl]methyl]pyrrolidine-2-carboxamide